5-((1-((3-ethyl-2-oxo-4-thioxo-1,2,3,4-tetrahydroquinazolin-7-yl)methyl)pyrrolidin-3-yl)amino)-N,6-dimethylpicolinamide C(C)N1C(NC2=CC(=CC=C2C1=S)CN1CC(CC1)NC=1C=CC(=NC1C)C(=O)NC)=O